CN1N=C(C=C1OC=1C=C(C#N)C=CC1N1N=CC(=C1)N1C(CNCC1)=O)C1=CC=CC=C1 3-(2-methyl-5-phenylpyrazol-3-yl)oxy-4-[4-(2-oxopiperazin-1-yl)pyrazol-1-yl]benzonitrile